FC=1C=C(CNCC)C=C(C1C=1C=C2C(=CN1)NN=C2C=2C=NN(C2)C)C (3-fluoro-5-methyl-4-(3-(1-methyl-1H-pyrazol-4-yl)-1H-pyrazolo[3,4-c]pyridin-5-yl)benzyl)ethylamine